COC=O.FC1=CC=C(C=C1)CN1N=C2C(=C1C1=C(C=CC=C1)C)CNC2 2-fluoro-5-((3-(o-tolyl)-5,6-dihydropyrrolo[3,4-c]pyrazole-2(4H)-yl)methyl)benzene methyl-formate